C(C)(=O)N1C(CCC2=CC(=CC=C12)C1=CC=C(C(=O)NCCNC(=O)C=2N=C3N(C=C(N=C3N3CCOCC3)C=3C=NC(=NC3)N)C2)C=C1)C N-(2-(4-(1-Acetyl-2-methyl-1,2,3,4-tetrahydroquinolin-6-yl)benzamido)ethyl)-6-(2-aminopyrimidin-5-yl)-8-morpholinoimidazo[1,2-a]pyrazine-2-carboxamide